NC1=CC(=NC(=C1C(=O)N)Br)C=1SC=CN1 4-amino-2-bromo-6-(thiazol-2-yl)nicotinamide